tert-butyl (S)-4-(6-chloro-1-(2-isopropyl-4-methylpyridin-3-yl)-2-oxo-7-(2,3,4-trifluorophenyl)-1,2-dihydropyrido[2,3-d]pyrimidin-4-yl)-3-methylpiperazine-1-carboxylate ClC1=CC2=C(N(C(N=C2N2[C@H](CN(CC2)C(=O)OC(C)(C)C)C)=O)C=2C(=NC=CC2C)C(C)C)N=C1C1=C(C(=C(C=C1)F)F)F